NC1=NC=CC(=N1)C1=CNC2=CC=C(C=C12)Cl 2-Amino-4-(5-chloro-1H-indol-3-yl)pyrimidine